OC1=C(C=C(C2COC3=CC(=CC=C3C2)O)C=C1)OC 4',7-dihydroxy-3'-methoxyisoflavane